5-(4-chloro-2-fluorophenyl)-2,3-dimethyl-7-((2S)-2-(3-pyridinyl)-4-morpholinyl)pyrido[4,3-d]pyrimidin-4(3H)-one ClC1=CC(=C(C=C1)C1=NC(=CC=2N=C(N(C(C21)=O)C)C)N2C[C@@H](OCC2)C=2C=NC=CC2)F